tert-butyl (S or R)-2-(4-isopropylphenyl)-2,3,4,5a,6,7,8,9-octahydro-5H-1,2,5,7-tetraazabenzo[cd]azulene-5-carboxylate C(C)(C)C1=CC=C(C=C1)N1N=C2CCNC[C@@H]3C2=C1CCN3C(=O)OC(C)(C)C |o1:16|